C1(CC1)C=1C=CC=C2C(=CC=NC12)O 8-Cyclopropylquinolin-4-ol